N,N,N',N'-tetramethyl-p-phenylenediamine CN(C)C1=CC=C(C=C1)N(C)C